C(CCCCCCCC=CCC=CCC=CCCCC)(=O)O 9,12,15-eicosatrienoic acid